Cl.N[C@](C(=O)N1CCN(CC1)C(=O)NC1=NC(N(C=C1)C1=CC=C(C=C1)CN1C[C@H]([C@@H](CC1)N)C)=O)(CO)C trans-4-[(2S)-2-Amino-3-hydroxy-2-methylpropanoyl]-N-(1-{4-[(4-amino-3-methylpiperidin-1-yl)methyl]phenyl}-2-oxo-1,2-dihydropyrimidin-4-yl)piperazine-1-carboxamide hydrochloride salt